(cyclopropanecarboxamido)-4-((3-(1-cyclopropyl-6-oxo-1,6-dihydropyrimidin-4-yl)-2-methoxyphenyl)amino)-N-(methyl-d3)nicotinamide C1(CC1)C(=O)NC1=C(C(=O)NC([2H])([2H])[2H])C(=CC=N1)NC1=C(C(=CC=C1)C=1N=CN(C(C1)=O)C1CC1)OC